ClC=1C(=C(N)C=CC1)N1CCC(CC1)(C)OC 3-chloro-2-(4-methoxy-4-methyl-1-piperidyl)aniline